Diethyl (1-((3-((3,4-dichlorophenyl)carbamoyl)bicyclo[1.1.1]pentan-1-yl)amino)-4-methyl-1-oxopentan-2-yl)phosphonate ClC=1C=C(C=CC1Cl)NC(=O)C12CC(C1)(C2)NC(C(CC(C)C)P(OCC)(OCC)=O)=O